6-fluoro-4-(4-methylpiperazine-1-carbonyl)-1-(2,2,2-trifluoroethyl)-1H-indol FC1=CC(=C2C=CN(C2=C1)CC(F)(F)F)C(=O)N1CCN(CC1)C